ClC1=C(C=CC=C1)[C@H](C)OC(=O)NC1=C(N=NN1C)C1=CC=C(C(=N1)F)NC(=O)C1CCCCC1 (1S,2S)-2-((6-(5-((((R)-1-(2-Chlorophenyl)ethoxy)carbonyl)amino)-1-methyl-1H-1,2,3-triazol-4-yl)-2-fluoropyridin-3-yl)carbamoyl)cyclohexan